5-((1-(4-((3S,4S)-3-Amino-4-fluoropyrrolidin-1-yl)phenyl)-1H-imidazol-4-yl)amino)pyrazine-2-carbonitrile N[C@H]1CN(C[C@@H]1F)C1=CC=C(C=C1)N1C=NC(=C1)NC=1N=CC(=NC1)C#N